Eicosatrienoic acid ethyl ester C(C)OC(C=CC=CC=CCCCCCCCCCCCCC)=O